2-{ethyl[4-(4-fluorophenyl)-6-hexylquinolin-2-yl]amino}acetic acid C(C)N(CC(=O)O)C1=NC2=CC=C(C=C2C(=C1)C1=CC=C(C=C1)F)CCCCCC